7-(((((S)-1-butoxy-1-oxopropan-2-yl)amino)(phenoxy)phosphoryl)methyl)-2-naphthoic acid C(CCC)OC([C@H](C)NP(=O)(OC1=CC=CC=C1)CC1=CC=C2C=CC(=CC2=C1)C(=O)O)=O